ClCC1=C(C=C(N=N1)NC(OC(C)(C)C)=O)NCC1=CC(=C(C=C1)C)C tert-butyl (6-(chloromethyl)-5-((3,4-dimethylbenzyl)amino)pyridazin-3-yl)carbamate